pyrido[2,3-b]pyrazine-3(4H)-one N=1C2=C(NC(C1)=O)N=CC=C2